C(C)OC1=C(C=CC(=C1)B1OC(C(O1)(C)C)(C)C)N[C@@H](C)C(=O)OC Methyl (2-ethoxy-4-(4,4,5,5-tetramethyl-1,3,2-dioxaborolan-2-yl)phenyl)alaninate